tert-Butyl (2R,5S)-4-(6-chloro-7-(2-fluorophenyl)-2-methyl-1-neopentyl-2-oxido-1H-pyrido[2,3-d][1,3,2]diazaphosphinin-4-yl)-2,5-dimethylpiperazine-1-carboxylate ClC1=CC2=C(N(P(N=C2N2C[C@H](N(C[C@@H]2C)C(=O)OC(C)(C)C)C)(=O)C)CC(C)(C)C)N=C1C1=C(C=CC=C1)F